FC1=C(C=CC(=C1F)B1OC(C(O1)(C)C)(C)C)N1CCN(CC1)C(=O)OC(C)(C)C tertbutyl 4-[2,3-difluoro-4-(4,4,5,5-tetramethyl-1,3,2-dioxaborolan-2-yl)phenyl]piperazine-1-carboxylate